CN1CCC(CC1)(O)C1=CC=2C(=NC(=CC2)C2=CC=3C(N=C2)=NN(C3)C)S1 1-methyl-4-(6-(2-methyl-2H-pyrazolo[3,4-b]pyridin-5-yl)thieno[2,3-b]pyridin-2-yl)-4-piperidinol